F[B-](F)(F)F.C(C1=CC=CC=C1)N1C(C=C(C=C1C1=CC=CC=C1)C1=CC=CC=C1)C1=CC=CC=C1 1-benzyl-2,4,6-triphenylpyridine tetrafluoroborate